C(C)(=O)N1[C@@H](CN(CC1)C(C=C)=O)C1=CC(=NC(=C1)Cl)C1=NC=CC(=C1)C(=O)NC (R)-4'-(1-acetyl-4-acryloylpiperazin-2-yl)-6'-chloro-N-methyl-[2,2'-bipyridine]-4-carboxamide